5-[5-[(1R)-1-(3,5-dichloro-4-pyridyl)ethoxy]-1H-indazol-3-yl]-2-pyrrolidin-1-yl-pyridine-3-carbonitrile ClC=1C=NC=C(C1[C@@H](C)OC=1C=C2C(=NNC2=CC1)C=1C=C(C(=NC1)N1CCCC1)C#N)Cl